C(C)(C)OC(N(CC1=C2C=CC=NC2=CC=C1)C)=O isopropyl-N-methyl-N-(5-quinolylmethyl)carbamate